CC1=NN(C=C1B1OC(C(O1)(C)C)(C)C)C(=O)OC(C)(C)C tert-butyl 3-methyl-4-(4,4,5,5-tetramethyl-1,3,2-dioxaborolan-2-yl)-1H-pyrazole-1-carboxylate